COC(=O)C1=NC(=C(C(=C1C#N)C)Cl)C 5-Chloro-3-cyano-4,6-dimethylpyridinecarboxylic acid methyl ester